ClC1=C(C=C(C=C1)NC1=NOC(C1)(C(F)(F)F)C1=CC(=C(C(=C1)Cl)F)Cl)N1N=CC(=C1)C(=O)OC methyl 1-[2-chloro-5-[[5-(3,5-dichloro-4-fluoro-phenyl)-5-(trifluoromethyl)-4H-isoxazol-3-yl]amino]phenyl]pyrazole-4-carboxylate